2-((4-(2-((4-chloro-2-fluorobenzofuran-7-yl)methoxy)thiazol-4-yl)cyclohex-3-en-1-yl)methyl)-3-(((S)-oxetan-2-yl)methyl)-3H-imidazo[4,5-b]pyridine-5-carboxylic acid ClC1=CC=C(C2=C1C=C(O2)F)COC=2SC=C(N2)C2=CCC(CC2)CC2=NC=1C(=NC(=CC1)C(=O)O)N2C[C@H]2OCC2